OCC1CCCCC1CO 1,6-bis(hydroxymethyl)-cyclohexane